[Si](C)(C)(C(C)(C)C)OCCCN1CC2=CC=CC=C2CC1 2-(3-((tert-butyldimethylsilyl)oxy)propyl)-1,2,3,4-tetrahydroisoquinoline